N-[5-[[5-[(4-Acetyl-1-piperazinyl)carbonyl]-4-methoxy-2-methylphenyl]thio]-2-thiazolyl]-4-[[(1,2,2-trimethylpropyl)amino]methyl]benzamide C(C)(=O)N1CCN(CC1)C(=O)C=1C(=CC(=C(C1)SC1=CN=C(S1)NC(C1=CC=C(C=C1)CNC(C(C)(C)C)C)=O)C)OC